sodium bistrifluoromethanesulfonimide [N-](S(=O)(=O)C(F)(F)F)S(=O)(=O)C(F)(F)F.[Na+]